C(C=C)OP(=O)(CCC=C)CCC=C 2-propenyl-bis(3-butenyl)phosphinic acid